N-ethyl-2-((5-(2-((3S,5S)-6-(ethyl-(methyl)amino)-5-methoxy-2-methylhexan-3-yl)-2,6-diazaspiro[3.4]oct-6-yl)-1,2,4-triazin-6-yl)oxy)-5-fluoro-N-isopropylbenzamide C(C)N(C(C1=C(C=CC(=C1)F)OC1=C(N=CN=N1)N1CC2(CN(C2)[C@H](C(C)C)C[C@@H](CN(C)CC)OC)CC1)=O)C(C)C